ClC=1C=C(C=CC1F)NC1=NC2=CC(=C(C=C2C=C1)OC)O 2-((3-chloro-4-fluorophenyl)amino)-7-hydroxy-6-methoxyquinoline